C(C)OC1=C(C=CC(=C1)C1=NC=NC(=C1)NCCN1C(=CC2=C(C=CC=C12)OC)C)CO (2-Ethoxy-4-{6-[2-(4-methoxy-2-methyl-indol-1-yl)-ethylamino]-pyrimidin-4-yl}-phenyl)-methanol